FC(C=1C=NC(=NC1)N1CCC(CC1)CCON=CC(C)N)(F)F 2-aminopropionaldehyde O-(2-(1-(5-(trifluoromethyl)pyrimidin-2-yl)piperidin-4-yl)ethyl) oxime